2-(3-(ethyl(2-(4-((2-(3-fluorobenzoyl)-6-hydroxybenzo[b]thiophen-3-yl)oxy)phenoxy)ethyl)amino)propoxy)ethyl acetate C(C)(=O)OCCOCCCN(CCOC1=CC=C(C=C1)OC=1C2=C(SC1C(C1=CC(=CC=C1)F)=O)C=C(C=C2)O)CC